C1(CCCCC1)COC1=C(C(=CC=C1)O)C(/C=C/C1=CC=C(C(=O)O)C=C1)=O 4-[(E)-3-[2-(Cyclohexylmethoxy)-6-hydroxyphenyl]-3-oxoprop-1-enyl]benzoic acid